O=C1OC(CC1C1C=C(C(C(C1)C(=O)O)C(=O)O)C)=O 5-(2,5-dioxotetrahydrofuryl)-3-methyl-3-cyclohexene-1,2-dicarboxylic acid